2-(4-(9,9-dimethyl-9H-fluoren-4-yl)phenyl)-4,6-diphenyl-1,3,5-triazine CC1(C2=CC=CC=C2C=2C(=CC=CC12)C1=CC=C(C=C1)C1=NC(=NC(=N1)C1=CC=CC=C1)C1=CC=CC=C1)C